COC(=O)C1=C(NC(=C1)C1=C2C(=NC=C1)N(C=C2)S(=O)(=O)C2=CC=CC=C2)C2=C(C(=CC=C2)Cl)F 2-(3-chloro-2-fluorophenyl)-5-[1-(benzenesulfonyl)-1H-pyrrolo[2,3-b]pyridin-4-yl]-1H-pyrrole-3-carboxylic acid methyl ester